C(C)C=1C=NC(=NC1)N1CCC(CC1)CCCOC1=CC(=C(C(=C1)F)C=1O[C@H](CN1)CO)F (R)-(2-(4-(3-(1-(5-ethylpyrimidin-2-yl)piperidin-4-yl)propoxy)-2,6-difluorophenyl)-4,5-dihydrooxazol-5-yl)methanol